3,5,7-Trihydroxy-2-(4-hydroxy-3-methoxyphenyl)-1λ4-benzopyran-1-ylium OC=1C(=[O+]C2=C(C1)C(=CC(=C2)O)O)C2=CC(=C(C=C2)O)OC